C(C1=CC=CC=C1)N1C(=NC2=C1C=CC=C2)C(=O)O 1-benzyl-1H-benzo[d]imidazole-2-carboxylic acid